ClC1=NC=C(C(=N1)OCC1CCC(CC1)NC1CC(C1)(F)F)Cl 4-(((2,5-dichloropyrimidin-4-yl)oxy)methyl)-N-(3,3-difluorocyclobutyl)cyclohexan-1-amine